S1C2=C(C=CCC1)C=CC(=C2)C(=O)[O-] 2,3-dihydrobenzo[b]thiepine-8-carboxylate